1-(2-amino-4-fluoro-5-methoxyphenyl)-2-chloroethan-1-one NC1=C(C=C(C(=C1)F)OC)C(CCl)=O